OC=1C=C(C=CC1O)/C=C/C(=O)C1=CC=C(C=C1)NC(=O)C=1OC=CC1 (E)-N-(4-(3-(3,4-Dihydroxyphenyl)acryloyl)-phenyl)-furan-2-carboxamide